3,3,3-trifluoro-2,2-dimethylpropyl ((4-nitrophenoxy)(phenoxy)phosphoryl)-L-alaninate [N+](=O)([O-])C1=CC=C(OP(=O)(OC2=CC=CC=C2)N[C@@H](C)C(=O)OCC(C(F)(F)F)(C)C)C=C1